(3-chloro-2-pyridyl)-3-hydroxy-4,5-dihydro-1H-pyrazole-5-carboxylic acid isopropyl ester C(C)(C)OC(=O)C1CC(=NN1C1=NC=CC=C1Cl)O